Cl.Cl.C1(=CC=CC=C1)[C@H]1[C@@H](C1)NC1CCC(CC1)N N1-[(1R,2S)-2-phenylcyclopropyl]-1,4-cyclohexanediamine, dihydrochloride